NC=1C(=NC(=C(N1)Cl)Br)C=1C=C2CCNC(C2=CC1F)=O 6-(3-amino-6-bromo-5-chloropyrazin-2-yl)-7-fluoro-3,4-dihydroisoquinolin-1(2H)-one